(S)-Methyl 3-(azetidin-3-yloxy)-2-(((benzyloxy)carbonyl)amino)propanoate N1CC(C1)OC[C@@H](C(=O)OC)NC(=O)OCC1=CC=CC=C1